FC1=CC=C(C=C1)N1N=NC(=C1)C(=O)Cl 1-(4-fluorophenyl)-1H-1,2,3-triazole-4-carbonyl chloride